C1(CC1)OCCN 2-(Cyclopropoxy)ethane-1-amine